(sulfanediyldibenzene-4,1-diyl)bis(diphenylsulfonium)-bis-(hexafluoro antimonate) F[Sb-](F)(F)(F)(F)F.F[Sb-](F)(F)(F)(F)F.S(C1=CC=C(C=C1)[S+](C1=CC=CC=C1)C1=CC=CC=C1)C1=CC=C(C=C1)[S+](C1=CC=CC=C1)C1=CC=CC=C1